CC=1NC=2NC(NC(C2N1)=O)=O 8-methyl-1H-purine-2,6(3H,9H)-dione